[Si](C)(C)(C(C)(C)C)O[C@H]1C[C@@H](N(C1)C(=O)OCC1=CC=CC=C1)C=1N=C2N(C=C(C=C2)C2CC2)C1 benzyl (2R,4S)-4-((tert-butyldimethylsilyl)oxy)-2-(6-cyclopropylimidazo[1,2-a]pyridin-2-yl)pyrrolidine-1-carboxylate